CC1=CC=C(C=C1)S(=O)(=O)OCCOCCOCCNC(=O)OCC1=CC=CC=C1 2-[2-[2-(benzyloxycarbonylamino)ethoxy]ethoxy]ethyl 4-methylbenzenesulfonate